trans-N-(3-(2-Cyclopropylthiazol-5-yl)phenyl)-N-((trans-4-(4-methoxy-3-methylphenyl)cyclohexyl)methyl)-4-(N-methylacetamido)cyclohexanecarboxamide C1(CC1)C=1SC(=CN1)C=1C=C(C=CC1)N(C(=O)[C@@H]1CC[C@H](CC1)N(C(C)=O)C)C[C@@H]1CC[C@H](CC1)C1=CC(=C(C=C1)OC)C